[1,3]dioxine-6-carboxylate O1COCC=C1C(=O)[O-]